C(CCCCCCCCCCCCCCCCCC)N nonadecanamine